(R)-4-(2-(methoxymethoxy)-4-((trimethylsilyl)ethynyl)phenyl)-N-(1-methylpiperidin-3-yl)phthalazin-1-amine COCOC1=C(C=CC(=C1)C#C[Si](C)(C)C)C1=NN=C(C2=CC=CC=C12)N[C@H]1CN(CCC1)C